2-(4-(4-hydroxy-3-(deuteromethyl)benzyl)-3,5-dimethylphenyl)-3,5-dioxo-2,3,4,5-Tetrahydro-1,2,4-triazine-6-carbonitrile OC1=C(C=C(CC2=C(C=C(C=C2C)N2N=C(C(NC2=O)=O)C#N)C)C=C1)C[2H]